CS(=O)(=O)C=1N=CC2=C(N1)N(C(C(=C2C#C[Si](C(C)C)(C(C)C)C(C)C)C)=O)C2=CC=CC=C2 2-methanesulfonyl-6-methyl-8-phenyl-5-[2-(triisopropylsilyl)ethynyl]pyrido[2,3-d]pyrimidin-7-one